ascorbic acid tripalmitate C(CCCCCCCCCCCCCCC)(=O)O.C(CCCCCCCCCCCCCCC)(=O)O.C(CCCCCCCCCCCCCCC)(=O)O.O=C1C(O)=C(O)[C@H](O1)[C@@H](O)CO